tert-butyl 6-[(4-fluorophenyl) methyl]-3,3-dimethyl-1H,2H,3H-pyrrolo[3,2-b]pyridine-1-carboxylate FC1=CC=C(C=C1)CC=1C=C2C(=NC1)C(CN2C(=O)OC(C)(C)C)(C)C